tert-butyl [6-(chloromethyl)pyridin-2-yl]carbamate ClCC1=CC=CC(=N1)NC(OC(C)(C)C)=O